BrC=1C=C(N(N1)C1=NC=CC=C1Cl)C(=O)NC=1C(C2C(OC(O2)(F)F)=CC1)(C(N)=O)Br 5-bromo-N-(4-bromo-4-carbamoyl-2,2-difluoro-1,3-benzodioxol-5-yl)-2-(3-chloro-2-pyridyl)pyrazole-3-carboxamide